tert-butyl (3-(4-bromo-2-(bromomethyl)phenyl)oxetan-3-yl)carbamate BrC1=CC(=C(C=C1)C1(COC1)NC(OC(C)(C)C)=O)CBr